ClC1=NC2=C(C=CN=C2C(=C1)NC(C)C)CN1CCCC1 chloro-N-isopropyl-8-(pyrrolidin-1-ylmethyl)-1,5-naphthyridin-4-amine